10-fluoro-7,7-dimethyl-6a,7,12,12a-tetrahydro-6H,13H-thiochromeno[3',4':5,6]thiopyrano[4,3-b]quinolone FC1=CC=C2C(C3C(NC2=C1)C1=C(S(C3)=O)C=3C=CC=CC3SC1)(C)C